ClC1=CC=C(N=N1)C(CNC(=O)C1=NOC(=C1)C1=C(C=C(C=C1)F)F)(C)C=1C=NN(C1)C N-[2-(6-chloropyridazin-3-yl)-2-(1-methylpyrazol-4-yl)propyl]-5-(2,4-difluorophenyl)isoxazole-3-carboxamide